NC=1C2=C(N=CN1)N(C(=C2C=2C=NN(C2)CC(F)(F)F)C2CN(CC2)C(C=C)=O)C 1-(3-{4-amino-7-methyl-5-[1-(2,2,2-trifluoroethyl)-1H-pyrazol-4-yl]-7H-pyrrolo[2,3-d]pyrimidin-6-yl}pyrrolidin-1-yl)prop-2-en-1-one